6-[5-(difluoromethyl)-1,3,4-oxadiazol-2-yl]-2-[(1RS,2RS)-2-(3-fluorophenyl)-1-(4-fluorophenyl)-2-hydroxyethyl]-2,3-dihydro-1H-isoindol-1-one FC(C1=NN=C(O1)C1=CC=C2CN(C(C2=C1)=O)[C@@H]([C@H](O)C1=CC(=CC=C1)F)C1=CC=C(C=C1)F)F |r|